[N+](=O)([O-])C1=C(C(=C(O)C(=C1)[N+](=O)[O-])O)O 4,6-dinitropyrogallol